2-[3-[1-(2,6-dioxo-3-piperidyl)-3-methyl-2-oxo-benzimidazol-5-yl]azetidin-1-yl]-N-[5-fluoro-7-hydroxy-6-(1,1,4-trioxo-1,2,5-thiadiazolidin-2-yl)-2-naphthyl]acetamide O=C1NC(CCC1N1C(N(C2=C1C=CC(=C2)C2CN(C2)CC(=O)NC2=CC1=CC(=C(C(=C1C=C2)F)N2S(NC(C2)=O)(=O)=O)O)C)=O)=O